CC1=NC(=CC(=C1)C=1NC2=CC=C(C=C2C1C(C)C)C1CCN(CC1)C1CC(OCC1)(C)C)C 2-(2,6-dimethylpyridin-4-yl)-5-(1-(2,2-dimethyltetrahydro-2H-pyran-4-yl)piperidin-4-yl)-3-isopropyl-1H-indole